C(C(O)CC(=O)[O-])(=O)[O-].C(C(O)CC(=O)[O-])(=O)[O-].C(CCC)[Sn+4]CCCC dibutyltin dimalate